C(CCC)CCCCCCCCCCCC butyl-dodecane